(S)-phenylethylamine hydrochloride cobalt chloride [Co](Cl)Cl.Cl.C1(=CC=CC=C1)CCN